FC(C1=NN=C(O1)C=1C=CC(=NC1)CN1C(N(C2=C1C=C(C=C2)F)C2CCN(CC2)C(=O)C=2C=NOC2C)=O)F 3-((5-(5-(difluoromethyl)-1,3,4-oxadiazole-2-yl)pyridine-2-yl)methyl)-5-fluoro-1-(1-(5-methylisooxazole-4-carbonyl)piperidine-4-yl)-1,3-dihydro-2H-benzo[d]imidazole-2-one